C1(C(CCC1)=O)=O.[Zr] zirconium cyclopentanedione